C1(=CC(=CC=C1)OCC1=C(C=NN1C)C1=CC=C(C=N1)O[C@@H]1C[C@H](CCC1)C(=O)O)C1=CC=CC=C1 Trans-3-((6-(5-(([1,1'-biphenyl]-3-yloxy)methyl)-1-methyl-1H-pyrazol-4-yl)pyridin-3-yl)oxy)cyclohexane-1-carboxylic acid